C(C1=CC=CC=C1)OC1=C(C(=C(C(=O)[O-])C(=C1)C)O)CCO 4-(benzyloxy)-2-hydroxy-3-(2-hydroxyethyl)-6-methylbenzoate